4-(9H-fluoren-2-yl)-2-(naphthalen-1-yl)quinazoline-4,6-diamine C1=C(C=CC=2C3=CC=CC=C3CC12)C1(NC(=NC2=CC=C(C=C12)N)C1=CC=CC2=CC=CC=C12)N